CS(=O)(=O)OCC=1OC(=CN1)C1=C2CN(C(C2=CC=C1)=O)C1C(NC(CC1)=O)=O (5-(2-(2,6-Dioxopiperidin-3-yl)-1-oxoisoindolin-4-yl)oxazol-2-yl)methyl methanesulfonate